N1=C(N=CC=C1)C1CCN(CC1)C1=CC=C(C=C1)CC1CN(CCO1)C(=O)OC(C)(C)C tert-butyl 2-[[4-(4-pyrimidin-2-yl-1-piperidyl)phenyl]methyl]morpholine-4-carboxylate